4-(3,5-dimethyl-1H-pyrazol-1-yl)-N-[(1s,4s)-4-{[2,6-bis(trifluoromethyl)pyridin-4-yl]amino}cyclohexyl]benzamide CC1=NN(C(=C1)C)C1=CC=C(C(=O)NC2CCC(CC2)NC2=CC(=NC(=C2)C(F)(F)F)C(F)(F)F)C=C1